OCCCCOC=C hydroxylbutyl-vinylether